The molecule is the cationic form of a C5 cyanine dye having 1-ethyl-3,3-dimethylindoleinine units at each end. It has a role as a fluorochrome. It is a Cy5 dye and an indolium ion. CCN\\1C2=CC=CC=C2C(/C1=C/C=C/C=C\\C3=[N+](C4=CC=CC=C4C3(C)C)CC)(C)C